C(C)(=O)C1=CC=C(C=C1)[Pt] (4-acetylphenyl)platinum